N(=[N+]=[N-])C1=C2C=NN(C2=CC=C1)C1OCCCC1 4-azido-1-(tetrahydro-2H-pyran-2-yl)-1H-indazole